N-(2-methoxy-6-(3-methoxyazetidin-1-yl)benzyl)-2-(9-(pyridin-2-yl)-6-oxaspiro[4.5]decan-9-yl)ethylamine COC1=C(CNCCC2(CCOC3(CCCC3)C2)C2=NC=CC=C2)C(=CC=C1)N1CC(C1)OC